ClC1=C2C(=NC=C1OC=1C=NN3C1C=NC(=C3)NC)N=C(N2C)NC2=CC(=C(C=C2)CN2CC(C2)OC)C(F)(F)F 7-chloro-N-(4-((3-methoxyazetidin-1-yl)methyl)-3-(trifluoromethyl)phenyl)-1-methyl-6-((6-(methylamino)pyrazolo[1,5-a]pyrazin-3-yl)oxy)-1H-imidazo[4,5-b]pyridin-2-amine